3-{2-[(3S,4S)-3-methyl-4-[({6-[methyl(methylimino)oxo-λ6-sulfanyl]pyridin-3-yl}oxy)methyl]pyrrolidin-1-yl]ethyl}benzonitrile C[C@@H]1CN(C[C@H]1COC=1C=NC(=CC1)S(=O)(=NC)C)CCC=1C=C(C#N)C=CC1